((1-methyl-1H-pyrazol-4-yl)methyl)aniline CN1N=CC(=C1)CNC1=CC=CC=C1